2-(3-Chlorophenyl)-2-methylpropyl ((2S)-1-((1-(8-acetyl-2-oxo-1,8-diazaspiro[4.5]decan-3-yl)-3-hydroxypropan-2-yl)amino)-4-methyl-1-oxopentan-2-yl)carbamate C(C)(=O)N1CCC2(CC(C(N2)=O)CC(CO)NC([C@H](CC(C)C)NC(OCC(C)(C)C2=CC(=CC=C2)Cl)=O)=O)CC1